N-(1-acetylindolin-7-yl)-4-chlorobenzenesulfonamide C(C)(=O)N1CCC2=CC=CC(=C12)NS(=O)(=O)C1=CC=C(C=C1)Cl